ClC=1C=CC2=C(CC(CC=3N2C(=NN3)[C@@H]3CC[C@H](CC3)C(F)(F)F)=O)C1 8-chloro-1-[trans-4-(trifluoromethyl)cyclohexyl]-4H-[1,2,4]triazolo[4,3-a][1]benzazepine-5(6H)-one